citric acid disodium phosphate P(=O)([O-])([O-])O.[Na+].[Na+].C(CC(O)(C(=O)O)CC(=O)O)(=O)O